3-(m-tolyl)-5-pyrazolecarboxamide C1(=CC(=CC=C1)C1=NNC(=C1)C(=O)N)C